FC1(CN(C1)C(=O)NC1=CC(=C(C=C1)F)N1N=C2N=CC(=CC2=C1)C(C)C)F 3,3-difluoro-N-{4-fluoro-3-[5-(propan-2-yl)-2H-pyrazolo[3,4-b]pyridin-2-yl]phenyl}azetidine-1-carboxamide